BrC=1C=NC=C(C1)N1CC(CC1)O[Si](C)(C)C(C)(C)C 3-bromo-5-(3-((tert-butyldimethylsilyl)oxy)pyrrolidin-1-yl)pyridine